C(C)(C)C1=C(C=C(C=2C(C3=CC=CC=C3C(C12)=O)=O)C(C)C)N 1,4-diisopropyl-aminoanthraquinone